C(C)C=1C=C(C=CC1)C(NC(=O)C=1C(NC(=CC1)C(F)(F)F)=O)C1=C(C=CC=C1)S(=O)(=O)C N-((3-ethylphenyl)(2-(methylsulfonyl)phenyl)methyl)-2-oxo-6-(trifluoromethyl)-1,2-dihydropyridine-3-carboxamide